C(CCCCCCC)C=1C=C(C=C(C1)CCCCCCCC)O 3,5-di-n-octylphenol